1,3-bis(cyclohexyl)imidazol-2-ylidene divinyltetramethyldisiloxane tert-butyl (tert-butoxycarbonyl)(2-fluoro-5-(methoxy(methyl)carbamoyl)-3-(trifluoromethyl)phenyl)carbamate C(C)(C)(C)OC(=O)N(C(OC(C)(C)C)=O)C1=C(C(=CC(=C1)C(N(C)OC)=O)C(F)(F)F)F.C1(CCCCC1)N1C(N(C=C1)C1CCCCC1)=C[Si](O[Si](C)(C=C)C=C)(C)C